N1=CN=C(C2=C1OC=C2)O[C@@H]2C[C@@H](N(C2)C(=O)OC(C)(C)C)C tert-butyl (2S,4R)-4-(furo[2,3-d]pyrimidin-4-yloxy)-2-methylpyrrolidine-1-carboxylate